ClC=1N=C(C2=C(N1)N(C=C2Cl)COCC[Si](C)(C)C)NCC 2,5-dichloro-N-ethyl-7-((2-(trimethylsilyl)ethoxy)methyl)-7H-pyrrolo[2,3-d]pyrimidin-4-amine